2-(diethoxyphosphoryl)-4-methylpentanoic acid C(C)OP(=O)(OCC)C(C(=O)O)CC(C)C